ClC1=NC(=NC(=N1)N[C@@H](CO)CC(C)C)CC(C)C1=CC=C(C=C1)N(C(C)=O)C N-(4-(1-(4-chloro-6-(((R)-1-hydroxy-4-methylpent-2-yl)amino)-1,3,5-triazin-2-yl)propan-2-yl)phenyl)-N-methylacetamide